C1C(CC2=CC=CC=C12)NC1=NC=C(C=N1)N1CCN(CC1)CC\C(=N/O)\C1=CC2=C(NC(O2)=O)C=C1 6-[(1E)-3-(4-{2-[(2,3-dihydro-1H-inden-2-yl)amino]pyrimidin-5-yl}piperazin-1-yl)-1-(hydroxyimino)propyl]-2,3-dihydro-1,3-benzoxazol-2-one